C(C)(=O)C1=CC=C(C=N1)N1C[C@@H](CCC1)NC(OC(C)(C)C)=O tert-butyl N-[(3R)-1-(6-acetyl-3-pyridyl)-3-piperidyl]carbamate